ClC=1C2=C(C3=C(CN(S(N3)(=O)=O)CC3=NC=CN=C3)C1)NC=C2Cl 6,7-dichloro-3-(pyrazin-2-ylmethyl)-4,9-dihydro-1H-pyrrolo[3,2-h][2,1,3]benzothiadiazine 2,2-dioxide